C(C)N(O)CC N,N-di-ethylhydroxylamine